(tert-butoxycarbonyl)-3-methylpyrrolidine-3-carboxylic acid C(C)(C)(C)OC(=O)N1CC(CC1)(C(=O)O)C